FC(C=1C=C(C=CC1F)C=1C=C2C(=NC1)C=NN2CC2=NOC(=C2)C)F 3-[[6-[3-(Difluoromethyl)-4-fluoro-phenyl]pyrazolo[4,3-b]pyridin-1-yl]methyl]-5-methyl-isoxazole